Bis(4-chlorophenyl) thiosulfite S(=S)(OC1=CC=C(C=C1)Cl)OC1=CC=C(C=C1)Cl